C(C1=CC=CC=C1)(=O)[C@](N)(CCCNC(N)=N)C(=O)NC1=CC=C(C=C1)[N+](=O)[O-] N-α-benzoyl-L-arginyl-p-nitroaniline